N-(4-cyanobenzyl)-6-((1-(cyclopropylsulfonyl)cyclopropyl)methyl)-7-oxo-1-(2-oxobutyl)-4,5,6,7-tetrahydro-1H-pyrazolo[3,4-c]pyridine-3-carboxamide C(#N)C1=CC=C(CNC(=O)C2=NN(C=3C(N(CCC32)CC3(CC3)S(=O)(=O)C3CC3)=O)CC(CC)=O)C=C1